(2S,4S)-1-(7-fluoro-2-methylbenzofuro[3,2-d]pyrimidin-4-yl)-4-(2-methyl-2-(1H-pyrazol-4-yl)propanamido)pyrrolidine-2-carboxylic acid FC1=CC2=C(C=C1)C=1N=C(N=C(C1O2)N2[C@@H](C[C@@H](C2)NC(C(C)(C=2C=NNC2)C)=O)C(=O)O)C